N-(4-(4-(ethylsulfonyl)piperazin-1-yl)-3-methoxyphenyl)-6-(1H-indazol-6-yl)-[1,2,4]triazolo[1,5-a]pyrazin-8-amine C(C)S(=O)(=O)N1CCN(CC1)C1=C(C=C(C=C1)NC=1C=2N(C=C(N1)C1=CC=C3C=NNC3=C1)N=CN2)OC